OC(CN1CC2=C(N=C(N=C2)N2C=NC(=C2)C)CC1)C=1C(=C2COC(C2=CC1)=O)C 5-(1-hydroxy-2-(2-(4-methyl-1H-imidazol-1-yl)-7,8-dihydropyrido[4,3-d]pyrimidin-6(5H)-yl)ethyl)-4-methyl-isobenzofuran-1(3H)-one